[C].FF molecular fluorine carbon